6-[4-(cyclopropylamino)-3-isopropylimidazo[4,5-c]pyridin-6-yl]-1-[(1s,3s)-3-(piperidin-1-yl)cyclobutyl]spiro[indole-3,4'-piperidin]-2-one C1(CC1)NC1=NC(=CC2=C1N(C=N2)C(C)C)C2=CC=C1C(=C2)N(C(C12CCNCC2)=O)C2CC(C2)N2CCCCC2